C(CCC(=O)O)(=O)O.C(CCC(=O)O)(=O)O.N([Na])[Na] iminodisodium disuccinate